3,4-dichloro-5-p-chlorophenyl-furan-2(5H)-one ClC=1C(OC(C1Cl)C1=CC=C(C=C1)Cl)=O